2-amino-4-(4-(2-methoxyethoxy)phenyl)-1-phenyl-1H-pyrrole-3-carbonitrile NC=1N(C=C(C1C#N)C1=CC=C(C=C1)OCCOC)C1=CC=CC=C1